6-(4-Fluorophenyl)-N-((6-methylpyridazin-3-yl)methyl)-8-(methylsulfonyl)quinazolin-4-amine FC1=CC=C(C=C1)C=1C=C2C(=NC=NC2=C(C1)S(=O)(=O)C)NCC=1N=NC(=CC1)C